N1=NC(=CC2=C1C1=C(SCC2)C=CC=C1)N1N=C(N=C1N)NC1=CC(=C(C=C1)N1C[C@H]2CCCC[C@@H]2CC1)F 1-(6,7-dihydro-5H-benzo[2,3]thiepino[4,5-c]pyridazin-3-yl)-N3-(3-fluoro-4-((4aR,8aS)-decahydroisoquinolin-2-yl)phenyl)-1H-1,2,4-triazole-3,5-diamine